COC1N(C2=CC(=CC=C2CC1)[N+](=O)[O-])C=1C=2C=C(C(N(C2C=CC1)C)=O)C methoxy-1',3'-dimethyl-7-nitro-3,4-dihydro-2H-[1,5'-biquinoline]-2'(1'H)-one